isoquinoline-3-carboxylate C1=NC(=CC2=CC=CC=C12)C(=O)[O-]